C(C)(C)(C)OC(=O)N([C@@H]1C[C@H](NCC1)C1=CC=C(C(=O)OC)C=C1)C1CC(C1)(F)F methyl 4-((2S,4S)-4-((tert-butoxycarbonyl)(3,3-difluorocyclobutyl)amino)piperidin-2-yl)benzoate